COC1=CC=C(C=C1)C(OC[C@@H]1[C@H]([C@H]([C@@H](O1)N1C(NC(C=C1)=O)=O)O)OCC#C)(C1=CC=CC=C1)C1=CC=C(C=C1)OC 1-((2R,3R,4S,5R)-5-((bis(4-methoxyphenyl)(phenyl)methoxy)-methyl)-3-hydroxy-4-(prop-2-yn-1-yloxy)tetrahydrofuran-2-yl)pyrimidine-2,4(1H,3H)-dione